NCCNCCNCCCCO[Si](OC)(OC)N 3-[2-[2-aminoethylamino]-ethylamino]-propyl-aminotrimethoxysilane